1-(oxazol-4-yl)ethylamine hydrochloride Cl.O1C=NC(=C1)C(C)N